COC1=CC=C(CN(C2=NC(=NN3C2=NC=C3C(C3=CC=C(CN2CCC(CC2)NC(OC(C)(C)C)=O)C=C3)O)OCCCC)CC3=CC=C(C=C3)OC)C=C1 tert-butyl (1-(4-((4-(bis(4-methoxybenzyl)amino)-2-butoxyimidazo[2,1-f][1,2,4]triazin-7-yl)(hydroxy)methyl)benzyl)piperidin-4-yl)carbamate